COC1=CC=CC2CCOC21OC 7,7a-dimethoxy-2,3,3a,7a-tetrahydrobenzofuran